1-(1-(2-chloro-5-(trifluoromethyl)benzoyl)azetidin-3-yl)-N-(pyridazin-4-yl)-1H-pyrazole-5-carboxamide ClC1=C(C(=O)N2CC(C2)N2N=CC=C2C(=O)NC2=CN=NC=C2)C=C(C=C1)C(F)(F)F